copper methoxyethoxide COC([O-])C.[Cu+2].COC([O-])C